ClC1=CC=C(C=C1)C1=C(C(=NN1)C1CCN(CC1)C(CO)=O)C1=NC=NC=C1 5-p-chlorophenyl-3-[N-(2-hydroxyacetyl)piperidin-4-yl]-4-pyrimidin-4-yl-1H-pyrazole